7-Isopropyl 1,2-dimethyl 3-(4-fluorobenzoyl)indolizine-1,2,7-tricarboxylate FC1=CC=C(C(=O)C2=C(C(=C3C=C(C=CN23)C(=O)OC(C)C)C(=O)OC)C(=O)OC)C=C1